N-(3-(cyclohex-1-en-1-yl)-7-methoxy-6-(4-methoxyphenyl)-2-phenylpyrazolo[1,5-a]pyrimidin-5-yl)isoxazol-3-amine C1(=CCCCC1)C=1C(=NN2C1N=C(C(=C2OC)C2=CC=C(C=C2)OC)NC2=NOC=C2)C2=CC=CC=C2